C(C1=CC=CC=C1)C1=CN(C(C2=CN=CC=C12)=O)CC=1N=C2N(C=C(C=C2)CNCC2CCC2)C1 4-benzyl-2-((6-(((cyclobutylmethyl)amino)methyl)imidazo[1,2-a]pyridin-2-yl)methyl)-2,7-naphthyridin-1(2H)-one